1-(2-(2-fluoro-5-(trifluoromethyl)benzyl)pyridin-4-yl)-1,5,6,7-tetrahydro-4H-pyrazolo[4,3-c]pyridin-4-one FC1=C(CC2=NC=CC(=C2)N2N=CC=3C(NCCC32)=O)C=C(C=C1)C(F)(F)F